4-methyl-5-((2-methyl-6-nitrophenyl)amino)picolinic acid methyl ester COC(C1=NC=C(C(=C1)C)NC1=C(C=CC=C1[N+](=O)[O-])C)=O